C1(CC1)C1=C(C=CC=C1C=1SC=CN1)CC(=O)N[C@H]1C(CCC[C@@H]1OC1CCN(CC1)C(C)C)(F)F 2-(2-cyclopropyl-3-(thiazol-2-yl)phenyl)-N-((1R,6S)-2,2-difluoro-6-((1-isopropylpiperidin-4-yl)oxy)cyclohexyl)acetamide